D-glutamic acid di-tert-butyl ester hydrochloride Cl.C(C)(C)(C)OC([C@H](N)CCC(=O)OC(C)(C)C)=O